fluoroundecyl-sulfonate Methyl-3-(5-acetylthiophen-2-yl)-3-[3-(chloromethyl)-4-methylphenyl]-2,2-dimethylpropanoate COC(C(C(C1=CC(=C(C=C1)C)CCl)C=1SC(=CC1)C(C)=O)(C)C)=O.FCCCCCCCCCCCS(=O)(=O)O